N-phenyl-N-{4'-(2-naphthalene-2-yl-benzooxazole-6-yl)-[1,1']biphenyl-4-yl}-amine C1(=CC=CC=C1)NC1=CC=C(C=C1)C1=CC=C(C=C1)C1=CC2=C(N=C(O2)C2=CC3=CC=CC=C3C=C2)C=C1